2-(2-((2-(6,7-dihydro-1H-[1,4]dioxino[2',3':4,5]benzo[1,2-d]imidazol-2-yl)ethyl)amino)ethyl)-N-((3-methoxypyridin-2-yl)methyl)oxazole-4-carboxamide N1C(=NC2=C1C=C1C(=C2)OCCO1)CCNCCC=1OC=C(N1)C(=O)NCC1=NC=CC=C1OC